((4-methoxyphenyl)sulfonyl)phthalazin-1(2H)-one COC1=CC=C(C=C1)S(=O)(=O)N1C(C2=CC=CC=C2C=N1)=O